1-(2-((2-(tert-butoxycarbonyl)-4-methylthiophen-3-yl)amino)-2-oxoethyl)-1-(2-(isoxazol-3-ylamino)-2-oxoethyl)azepan-1-ium C(C)(C)(C)OC(=O)C=1SC=C(C1NC(C[N+]1(CCCCCC1)CC(=O)NC1=NOC=C1)=O)C